2-benzyl-2-methylamino-1-(4-morpholinophenyl)-1-butanone C(C1=CC=CC=C1)C(C(=O)C1=CC=C(C=C1)N1CCOCC1)(CC)NC